P(=O)(O)(O)OC[C@@H]1[C@](C[C@@H](O1)N1C=NC=2C(=O)NC(N)=NC12)(O)C(C=1C(NC)=CC=CC1)=O 3'-(N'-methyl-anthraniloyl) 2'-deoxyguanosine-5'-monophosphate